COC1=C(C=C2C(=NC=NC2=C1)NC=1C=C(C(=CC1OC)F)C1=C(C=C(C=C1)F)F)NC(\C=C\[C@@H]1N(CCC1)C)=O (R,E)-N-(7-methoxy-4-((2',4',6-trifluoro-4-methoxy-[1,1'-biphenyl]-3-yl)amino)quinazolin-6-yl)-3-(1-methylpyrrolidin-2-yl)acrylamide